Cl.CC=1N=C2N(N=C(C=C2)C=2N=C3C(=NC2)N=C(S3)N3CCNCC3)C1 6-(2-methylimidazo[1,2-b]pyridazin-6-yl)-2-(piperazin-1-yl)[1,3]thiazolo[4,5-b]pyrazine hydrochloride